CC1CN(CC(O1)C)C(=O)C1=CC2=C(N=C(S2)C=O)C=C1 6-(2,6-dimethylmorpholine-4-carbonyl)benzo[d]thiazole-2-carbaldehyde